FC1=C(C=C(C2=C1CCO2)CC=2C=NC(=CC2)C=2C=NN(C2)C)C(=O)N[C@@H]2[C@H](COCC2)O 4-fluoro-N-((3R,4S)-3-hydroxytetrahydro-2H-pyran-4-yl)-7-((6-(1-methyl-1H-pyrazol-4-yl)pyridin-3-yl)methyl)-2,3-dihydrobenzofuran-5-carboxamide